10-chloro-3-(3,5-dimethylphenyl)benzo[f]Quinoxaline ClC1=CC=CC2=C1C=1N=CC(=NC1C=C2)C2=CC(=CC(=C2)C)C